1-(4-bromo-3-fluorophenyl)-2-((2-hydroxyethyl)amino)ethan-1-ol BrC1=C(C=C(C=C1)C(CNCCO)O)F